5-methyl-4-(trimethylsiloxy)-5,6-dihydropyridine-1(2H)-carboxylic acid tert-butyl ester C(C)(C)(C)OC(=O)N1CC=C(C(C1)C)O[Si](C)(C)C